1-undecyl-3-methylpyridinium triflate [O-]S(=O)(=O)C(F)(F)F.C(CCCCCCCCCC)[N+]1=CC(=CC=C1)C